3-[tert-butyl(dimethyl)silyl]oxy-2-(4-chloro-2-methylsulfanyl-pyrimidin-5-yl)-2-methyl-propanal [Si](C)(C)(C(C)(C)C)OCC(C=O)(C)C=1C(=NC(=NC1)SC)Cl